(4-(1H-Imidazol-2-yl)piperidin-1-yl)(4-(1H-Indol-3-yl)phenyl)methanon N1C(=NC=C1)C1CCN(CC1)C(=O)C1=CC=C(C=C1)C1=CNC2=CC=CC=C12